(3S,10R,13S)-10,13-dimethyl-17-(4-(methylcarbamoyl)-1H-imidazol-1-yl)-2,3,4,7,8,9,10,11,12,13,14,15-dodecahydro-1H-cyclopenta[a]phenanthren-3-yl methanesulfonate CS(=O)(=O)O[C@H]1CC[C@@]2(C3CC[C@@]4(C(=CCC4C3CC=C2C1)N1C=NC(=C1)C(NC)=O)C)C